C(C)(=O)N1CCC(CC1)N1C(C2=NNC(=C2[C@H]1C1=CC=C(C=C1)C(F)(F)F)C1=C(C=CC(=C1)C)O)=O |r| rac-5-(1-acetylpiperidin-4-yl)-3-(2-hydroxy-5-methylphenyl)-4-(4-(trifluoromethyl)phenyl)-4,5-dihydropyrrolo[3,4-c]pyrazol-6(2H)-one